ClC1=C(C=NC=C1C=O)OC 4-chloro-5-methoxynicotinaldehyde